C(=C)C1=CC=CC(=N1)C=O 6-Vinylpyridine-2-carbaldehyde